tert-butyl (2S,6R)-2-((benzyloxy)methyl)-6-(trifluoromethoxy)-1,4-oxazepane-4-carboxylate C(C1=CC=CC=C1)OC[C@H]1OC[C@@H](CN(C1)C(=O)OC(C)(C)C)OC(F)(F)F